CC1(CCC1)N1C=NC(=C1)C=O [1-(1-methylcyclobutyl)-1H-imidazol-4-yl]methanone